(4-((2-(2-isopropylphenyl)-7-methyl-8-oxo-7,8-dihydro-9H-purin-9-yl)methyl)phenyl)-1-methyl-1H-imidazole-4-carbonitrile C(C)(C)C1=C(C=CC=C1)C1=NC=C2N(C(N(C2=N1)CC1=CC=C(C=C1)C=1N(C=C(N1)C#N)C)=O)C